(t-butoxycarbonyl)-L-phenylalanine C(C)(C)(C)OC(=O)N[C@@H](CC1=CC=CC=C1)C(=O)O